O1CCOC12CC=C(CC2)C=2N=NN(C2)S(=O)(=O)C2=CC=C(C)C=C2 4-(1,4-dioxaspiro[4.5]dec-7-en-8-yl)-1-tosyl-1H-1,2,3-triazole